methyl 2-amino-5-[(rac)-1-(ethylcarbamoyl)-5',6'-dihydrospiro[pyrrolidine-3,4'-pyrrolo[1,2-b]pyrazol]-2'-yl]pyridine-3-carboxylate NC1=NC=C(C=C1C(=O)OC)C=1C=C2N(N1)CC[C@]21CN(CC1)C(NCC)=O |r|